4-(benzyloxy)-3-(5-(2-((2-(trimethylsilyl)ethoxy)methyl)-2H-tetrazol-5-yl)pyridin-3-yl)phenyl cyclohexylcarbamate cyclohexylcarbamate C1(CCCCC1)NC(O)=O.C1(CCCCC1)NC(OC1=CC(=C(C=C1)OCC1=CC=CC=C1)C=1C=NC=C(C1)C=1N=NN(N1)COCC[Si](C)(C)C)=O